5-(benzyloxy)-1-(1,2-difluoroindeno[1,2-a]inden-4b(9H)-yl)-3-(4-fluorobenzyl)-2,3-dihydro-1H-pyrido[2,1-f][1,2,4]triazine-4,6-dione C(C1=CC=CC=C1)OC=1C(C=CN2N(CN(C(C21)=O)CC2=CC=C(C=C2)F)C21C(=CC3=C(C(=CC=C23)F)F)CC=2C=CC=CC21)=O